N[C@@H]1C2=CC=CC=C2CC12CCN(CC2)C=2NC(C1=C(N2)NN=C1C=1C=2C=CC(=CC2CCC1)C#N)=O (S)-5-(6-(1-amino-1,3-dihydrospiro[indene-2,4'-piperidin]-1'-yl)-4-oxo-4,5-dihydro-1H-pyrazolo[3,4-d]pyrimidin-3-yl)-7,8-dihydronaphthalene-2-carbonitrile